CC1=C(NC(=C1CCC(=O)[O-])CC2=C(C(=C(N2)/C=C/3\\C(=C(C(=O)N3)C)C=C)C)CCC(=O)O[C@H]4[C@@H]([C@H]([C@@H]([C@H](O4)C(=O)[O-])O)O)O)/C=C/5\\C(=C(C(=O)N5)C=C)C The molecule is a dicarboxylic acid dianion resulting from the deprotonation of both of the carboxy groups of mono(glucosyluronic acid)bilirubin; major species at pH 7.3. It has a role as a human metabolite. It is a carbohydrate acid derivative anion and a dicarboxylic acid dianion. It is a conjugate base of a mono(glucosyluronic acid)bilirubin.